(1R,5S)-tert-butyl 3-(7-(8-chloro-3-(methoxymethoxy)naphthalen-1-yl)-8-fluoro-2-(methylsulfonyl)pyrido[4,3-d]pyrimidin-4-yl)-3,8-diazabicyclo[3.2.1]octane-8-carboxylate ClC=1C=CC=C2C=C(C=C(C12)C1=C(C=2N=C(N=C(C2C=N1)N1C[C@H]2CC[C@@H](C1)N2C(=O)OC(C)(C)C)S(=O)(=O)C)F)OCOC